O1CCN(CC1)CC1(CC1)C[O-].ClC1=C(C(=CC=C1F)Cl)CCO (S)-2,6-dichloro-3-fluorobenzeneethanol (1-(morpholinomethyl)cyclopropyl)methoxide